C(C)(C)(C)C1=NC(=NC(=C1)C1=CN=CN1C)C(=O)NC=1C=NC(=CC1)C(F)(F)F 4-(tert-butyl)-6-(1-methyl-1H-imidazol-5-yl)-N-(6-(trifluoromethyl)pyridin-3-yl)pyrimidine-2-carboxamide